CN1CCC(CC1)C1=NC2=C(C=CC=C2C=N1)OCC(F)(F)F (1-methylpiperidin-4-yl)-8-(2,2,2-trifluoroethoxy)quinazolin